COC(=O)[C@H]1N(CCC1)CC1=C(C(=C(C=C1)NC(=O)OC(C)(C)C)N)F (2S)-1-{[3-amino-4-(tert-Butoxycarbonylamino)-2-fluorophenyl]methyl}-pyrrolidine-2-carboxylic acid methyl ester